(S)-4-(7-fluoroimidazo[1,2-a]pyridin-3-yl)-7-((6'-(2-(3-fluoropyrrolidin-1-yl)ethyl)-2,3,5,6,6',7'-hexahydrospiro[pyran-4,5'-pyrrolo[3,4-b]pyridin]-2'-yl)amino)isoindolin-1-one FC1=CC=2N(C=C1)C(=CN2)C2=C1CNC(C1=C(C=C2)NC2=CC=C1C(=N2)CN(C12CCOCC2)CCN2C[C@H](CC2)F)=O